(S,E)-N-((5,7-difluoro-3-methylbenzofuran-2-yl)methylene)-2-methylpropane-2-sulfinamide FC=1C=C(C2=C(C(=C(O2)\C=N\[S@@](=O)C(C)(C)C)C)C1)F